N[C@@H]1C2=CC=CC=C2CC12CCN(CC2)C=2NC(C1=C(N2)NN=C1C(=C)C=1C(N(C=CC1)C)=O)=O (S)-6-(1-amino-1,3-dihydro-spiro[inden-2,4'-piperidin]-1'-yl)-3-(1-(1-methyl-2-oxo-1,2-dihydropyridin-3-yl)vinyl)-1,5-dihydro-4H-pyrazolo[3,4-d]pyrimidin-4-one